tert-butyl 5-vinyl-3,7-dihydro-2H-1,4-oxazepine-4-carboxylate C(=C)C=1N(CCOCC1)C(=O)OC(C)(C)C